1-methyl-6-((1-((2-methyl-1-(2-(methylamino)ethoxy)propan-2-yl)sulfonyl)cyclopropyl)methyl)-7-oxo-4,5,6,7-tetrahydro-1H-pyrazolo[3,4-c]pyridine-3-carboxamide CN1N=C(C2=C1C(N(CC2)CC2(CC2)S(=O)(=O)C(COCCNC)(C)C)=O)C(=O)N